2-(pyridin-2-yl)-N-(3-(4-(trifluoromethoxy)phenyl)propyl)thieno[2,3-d]pyrimidin-4-amine N1=C(C=CC=C1)C=1N=C(C2=C(N1)SC=C2)NCCCC2=CC=C(C=C2)OC(F)(F)F